CN(C1=CC=C(C=C1)/C=C/C1=NC=C(C(=O)O)C=C1)C 6-{(E)-2-[4-(dimethylamino)phenyl]vinyl}nicotinic acid